ClC(C(\C=C\OCC)=O)(Cl)Cl (E)-1,1,1-trichloro-4-ethoxy-but-3-en-2-one